3-((1S,3S)-3-hydroxycyclobutoxy)benzonitrile OC1CC(C1)OC=1C=C(C#N)C=CC1